FC1=C(C=C(C(=C1)C)C=1C=C(C=2N(C1)C=CN2)N2CCOCC2)NC(=O)N2C[C@H](CC2)C(C)C (R)-N-(2-Fluoro-4-methyl-5-(8-morpholinoimidazo[1,2-a]pyridin-6-yl)phenyl)-3-isopropylpyrrolidine-1-carboxamide